(S)-(1-(2-(4-cyanophenyl)-3-(4-fluorophenyl)-4-oxo-3,4-dihydro-quinazolin-7-yl)pyrrol-3-yl)carbamic acid tert-butyl ester C(C)(C)(C)OC(NC1=CN(C=C1)C1=CC=C2C(N(C(=NC2=C1)C1=CC=C(C=C1)C#N)C1=CC=C(C=C1)F)=O)=O